tetrasodium N,N-bis(carboxylato-methyl)-L-glutamate C(=O)([O-])CN([C@@H](CCC(=O)[O-])C(=O)[O-])CC(=O)[O-].[Na+].[Na+].[Na+].[Na+]